tert-Butyl (3'-amino-2-chloro-2'-methyl-[1,1'-biphenyl]-3-yl)carbamate NC=1C(=C(C=CC1)C1=C(C(=CC=C1)NC(OC(C)(C)C)=O)Cl)C